CC1=C(OC(C(=O)OC(C)C)(C)C)C(=CC(=C1)CCC(=O)C1=CC=C(C=C1)SC)C isopropyl 2-[2,6-dimethyl-4-[3-[4-(methylsulfanyl) phenyl]-3-oxo-propyl] phenoxy]-2-methyl-propanoate